C(C)CC(CC(=O)[O-])=O.C(C)CC(CC(=O)[O-])=O.C(C)CC(CC(=O)[O-])=O.C(CC)O[Zr+3] mono-n-propoxyzirconium tris(ethylacetoacetate)